C(C1=CC=CC=C1)OC=1C(=NC=CC1)C=O 3-(benzyloxy)2-pyridinecarboxaldehyde